1-Methylquinolinal CN1C(C=CC2=CC=CC=C12)C=O